ClC1=C2C=C(NC2=CC=C1)C=1N=NC=C(C1N1CCC(CC1)N)C1=CC(=CC(=C1)C)F 1-[3-(4-chloro-1H-indol-2-yl)-5-(3-fluoro-5-methylphenyl)pyridazin-4-yl]piperidin-4-amine